1-[3-acetyl-6-[6-[(6-methylpyridazin-3-yl)amino]benzimidazol-1-yl]-2-pyridinyl]-3-methyl-pyrazole-4-carbonitrile C(C)(=O)C=1C(=NC(=CC1)N1C=NC2=C1C=C(C=C2)NC=2N=NC(=CC2)C)N2N=C(C(=C2)C#N)C